C(C)(C)(C)OC(=O)N(C=1N=CC2=C(N1)CCN(C2)C(=O)OCC2=CC=CC=C2)C(=O)OC(C)(C)C benzyl 2-[bis(t-butoxycarbonyl) amino]-7,8-dihydropyrido[4,3-d]pyrimidine-6(5H)-carboxylate